FC1=C(C=CC(=C1)C(F)(F)F)C(O)([2H])[2H] (2-fluoro-4-(trifluoromethyl)phenyl)methan-d2-ol